FC1=CC=C(OC=2C=CC(=NC2)NC(C(C)N2CCN(CC2)C(C2=CC=C(C=C2)O)=O)=O)C=C1 N-(5-(4-fluorophenoxy)pyridin-2-yl)-2-(4-(4-hydroxybenzoyl)piperazin-1-yl)propanamide